[Br-].C12(CC3CC(CC(C1)C3)C2)[PH2+]C23CC1CC(CC(C2)C1)C3 di(adamantan-1-yl)phosphonium bromide